1-(3,3-difluorocyclobutyl)-5-(hydroxymethyl)pyridin-2-one FC1(CC(C1)N1C(C=CC(=C1)CO)=O)F